O=C1CC[C@H](O1)C(=O)N1[C@H]([C@H](CCC1)NS(=O)(=O)C)CO[C@@H]1CC[C@@H](CC1)C1=CC=CC=C1 N-((2R,3S)-1-(((2S)-5-oxotetrahydrofuran-2-yl)carbonyl)-2-(((cis-4-phenylcyclohexyl)oxy)methyl)-piperidin-3-yl)methane-sulfonamide